ClC1=C(C(=CC=C1)F)N1C=2N(C3=C(C1=O)C=NC(=N3)NC3=CC(=C(C(=C3)C)N3CCN(CC3)C)Cl)CCN2 6-(2-chloro-6-fluorophenyl)-2-((3-chloro-5-methyl-4-(4-methylpiperazin-1-yl)phenyl)amino)-8,9-dihydroimidazo[1,2-a]pyrimido[5,4-e]pyrimidin-5(6H)-one